1-tert-butyl 3-methyl (6S)-4-hydroxy-6-phenyl-1,2,5,6-tetrahydropyridine-1,3-dicarboxylate OC1=C(CN([C@@H](C1)C1=CC=CC=C1)C(=O)OC(C)(C)C)C(=O)OC